CC12CN(CC2[C@@H]2CC[C@H]1C2)C(=O)NC2=CC(=C(C=C2)C)C=2OC=C(N2)C (4S,7R)-octahydro-3a-methyl-N-[4-methyl-3-(4-methyl-2-oxazolyl)phenyl]-4,7-methano-2H-isoindole-2-carboxamide